Diphenylmethylene(cyclopentadienyl)(fluorenyl)hafnium dichloride [Cl-].[Cl-].C1(=CC=CC=C1)C(C1=CC=CC=C1)=[Hf+2](C1=CC=CC=2C3=CC=CC=C3CC12)C1C=CC=C1